ClC=1C(=NC(=C(C1)F)C1=C(C(=C(C=C1)C(F)F)F)OC)C(=O)O 3-Chloro-6-(4-(difluoromethyl)-3-fluoro-2-methoxyphenyl)-5-fluoropicolinic acid